tert-butyl 5-bromo-3-(dimethylamino)picolinate BrC=1C=C(C(=NC1)C(=O)OC(C)(C)C)N(C)C